C(C1=CC=CC=C1)N1C[C@H](OC(C1)(C)C)[C@@H](C)O (1R)-1-[(2S)-4-benzyl-6,6-dimethylmorpholin-2-yl]ethan-1-ol